CC(C)C(CCC(C)OC(C)=O)C acetic acid 2,3-dimethylhept-6-ylester